(1aR,5aR)-2-(5-Chloro-4-methyl-pyridin-2-yl)-1a,2,5,5a-tetrahydro-1H-2,3-diaza-cyclopropa[a]pentalene-4-carboxylic acid (2-hydroxy-1,1-dimethylethyl)-amide OCC(C)(C)NC(=O)C=1C=2C[C@@H]3[C@H](C2N(N1)C1=NC=C(C(=C1)C)Cl)C3